6-{5-{3-Deoxy-3-[4-(2-methylthiazol-4-yl)-1H-1,2,3-triazol-1-yl]-β-D-galactopyranosyl}-3-methyl-1H-1,2,4-triazol-1-yl}-2-methylbenzothiazole CC=1SC=C(N1)C=1N=NN(C1)[C@@H]1[C@H]([C@@H](O[C@@H]([C@@H]1O)CO)C1=NC(=NN1C1=CC2=C(N=C(S2)C)C=C1)C)O